2-(4-Methyl-6-{[(3R)-1'-[(1r,4r)-4-hydroxycyclohexyl]-[1,4'-bipiperidin]-3-yl]amino}pyridazin-3-yl)-5-(trifluoromethyl)phenol CC1=C(N=NC(=C1)N[C@H]1CN(CCC1)C1CCN(CC1)C1CCC(CC1)O)C1=C(C=C(C=C1)C(F)(F)F)O